2,6-dichloro-3-pyridineboronic acid ClC1=NC(=CC=C1B(O)O)Cl